N-[(1S)-1-(dicyclopropylmethyl)-2-[4-(3,5-dimethyl-1H-pyrazol-4-yl)-3-hydroxy-anilino]-2-oxo-ethyl]-2-ethyl-pyrazole-3-carboxamide C1(CC1)C([C@@H](C(=O)NC1=CC(=C(C=C1)C=1C(=NNC1C)C)O)NC(=O)C=1N(N=CC1)CC)C1CC1